1-(4-Methyl-5-(2-(methylamino)-pyrimidin-4-yl)thiazol-2-yl)-3-(4-(piperidin-1-ylmethyl)-3-(trifluoromethyl)phenyl)urea CC=1N=C(SC1C1=NC(=NC=C1)NC)NC(=O)NC1=CC(=C(C=C1)CN1CCCCC1)C(F)(F)F